CN1CCC(CC1)CC(=O)NC=1C=CC(=NC1)C1=CC=CC2=C1O[C@@H](CO2)CNC(=O)C2CCOCC2 Tetrahydro-pyran-4-carboxylic acid ((R)-8-{5-[2-(1-methyl-piperidin-4-yl)-acetylamino]-pyridin-2-yl}-2,3-dihydro-benzo[1,4]dioxin-2-ylmethyl)-amide